1-(3-bromo-5-methyl-2-(methoxymethoxy)phenyl)adamantane BrC=1C(=C(C=C(C1)C)C12CC3CC(CC(C1)C3)C2)OCOC